FC1=C(C=C(C=C1)F)[C@H]1N(CC[C@H](C1)NC(=O)C1CC1)C(=O)N1CC2(CCCC2)[C@@H](CC1)CN1C=NC2=CC=C(C=C2C1=O)F N-((2S,4R)-2-(2,5-difluorophenyl)-1-((R)-10-((6-fluoro-4-oxoquinazolin-3(4H)-yl)methyl)-7-azaspiro[4.5]decane-7-carbonyl)piperidin-4-yl)cyclopropanecarboxamide